C(C1=CC=CC=C1)N1[C@@H]2[C@H]([C@]3(N=C[C@@H]2[C@@H](CC1)C3)C(=O)NCC3=CC=CC=C3)CC3=CC=CC=C3 |o1:8,9,10,13,14| (1S*,2R*,3R*,7S*,8R*)-4-benzyl-1-benzylaminocarbonyl-2-benzyl-4,10-diazatricyclo[5.3.1.03,8]Undeca-9-En